(R)-1-(4-(azetidin-1-yl)-2,5-dimethyl-5,7-dihydro-6H-pyrrolo[3,4-d]pyrimidin-6-yl)-2-(1-(2-chloropyridin-4-yl)azetidin-3-yl)ethan-1-one N1(CCC1)C=1C2=C(N=C(N1)C)CN([C@@H]2C)C(CC2CN(C2)C2=CC(=NC=C2)Cl)=O